diketogulonate C([C@@H]([C@H](C(=O)C(=O)C(=O)O)O)O)O